CC1=C(C=C(C=C1)NC(=O)N1C[C@@H](CC1)CC(F)(F)F)C=1C=NC=C(C1)N1CCOCC1 (3S)-N-[4-methyl-3-[5-(morpholin-4-yl)pyridin-3-yl]phenyl]-3-(2,2,2-trifluoroethyl)pyrrolidine-1-carboxamide